C(C1=CC=CC=C1)OC1=C(C=CC=C1)[N+](=O)[O-] 4-benzyloxy-3-nitrobenzene